(4-chlorophenyl)-(3,4-dimethoxyphenyl) ketone ClC1=CC=C(C=C1)C(=O)C1=CC(=C(C=C1)OC)OC